4-[[2-(1H-indazol-6-yl)acetyl]amino]pyridine-2-carboxamide N1N=CC2=CC=C(C=C12)CC(=O)NC1=CC(=NC=C1)C(=O)N